O=C(C=C)NC(C(=O)O)NC(C=C)=O bis[(1-oxo-2-propenyl)amino]-acetic acid